(E)-3-acetoxy-2-(3-chloro-4-cyanophenyl)but-2-enoic acid ethyl ester C(C)OC(\C(=C(/C)\OC(C)=O)\C1=CC(=C(C=C1)C#N)Cl)=O